O-(tert-butyldiphenylsilyl)-N-methylhydroxylamine [Si](C1=CC=CC=C1)(C1=CC=CC=C1)(C(C)(C)C)ONC